C1(CC1)N1N=CC(=C1)NC1=NC=CC(=N1)C1=CC=CC(=N1)C1=NOC(=C1)[C@]1(C(N(CC1)C)=O)O (R)-3-(3-(6-(2-((1-Cyclopropyl-1H-pyrazol-4-yl)amino)pyrimidin-4-yl)pyridin-2-yl)isoxazol-5-yl)-3-hydroxy-1-methylpyrrolidin-2-one